methyl 7-(2-(2-chlorophenyl) acetamido)-5-sulfamoyl-3,4-dihydroisoquinoline-2(1H)-carboxylate ClC1=C(C=CC=C1)CC(=O)NC1=CC(=C2CCN(CC2=C1)C(=O)OC)S(N)(=O)=O